4-(2,3-dichlorophenyl)-5-methyl-2-(3-thienylmethyl)imidazole ClC1=C(C=CC=C1Cl)C=1N=C(NC1C)CC1=CSC=C1